ClC1=CC2=C(C(=N1)N1CC(CC(C1)(F)F)NC(OC(C)(C)C)=O)N=C(N2)C=2C(NC1=CC=NC=C1C2)=O tert-butyl {1-[6-chloro-2-(2-oxo-1,2-dihydro-1,6-naphthyridin-3-yl)-1H-imidazo[4,5-c]pyridin-4-yl]-5,5-difluoropiperidin-3-yl}carbamate